[Na+].[Na+].S(=O)(=O)([O-])NS(=O)(=O)[O-] imidodisulfuric acid disodium salt